ClC1=C2C(N(C=NC2=CC=C1SC=1N=CC(=NC1)N1CCC2(CC1)[C@@H](C1=C(N=CS1)C2)N[S@](=O)C(C)(C)C)C)=O (R)-N-[(6S)-1'-[5-(5-chloro-3-methyl-4-oxo-quinazolin-6-yl)sulfanylpyrazine-2-yl]spiro[4,6-dihydrocyclopenta[d]thiazol-5,4'-piperidin]-6-yl]-2-methyl-propane-2-sulfinamide